((S)-4-acryloyl-3-(cyanomethyl)piperazin-1-yl)-7-(5-amino-2-(trifluoromethyl)phenyl)-2-(((S)-1-methylpyrrolidin-2-yl)methoxy)quinazoline-6-carbonitrile C(C=C)(=O)N1[C@H](CN(CC1)C1=NC(=NC2=CC(=C(C=C12)C#N)C1=C(C=CC(=C1)N)C(F)(F)F)OC[C@H]1N(CCC1)C)CC#N